(S)-(4-((6-Chloro-4-((4-hydroxybutan-2-yl)amino)pyridin-3-yl)ethynyl)phenyl)(4-hydroxypiperidin-1-yl)methanone ClC1=CC(=C(C=N1)C#CC1=CC=C(C=C1)C(=O)N1CCC(CC1)O)N[C@@H](C)CCO